3-(cyclopropylmethoxy)-N-(4-((2-(4-methoxypiperidin-1-yl)pyrimidin-5-yl)oxy)-3-methylphenyl)cyclobutane-1-carboxamide C1(CC1)COC1CC(C1)C(=O)NC1=CC(=C(C=C1)OC=1C=NC(=NC1)N1CCC(CC1)OC)C